ClC=1C=C(C=CC1)NC1=NC=C(C(=N1)NC1=CC=C2CCNCC2=C1)C=1C=NN(C1)CCO 2-(4-(2-(3-Chlorophenylamino)-4-(1,2,3,4-tetrahydroisoquinolin-7-ylamino)pyrimidin-5-yl)-1H-pyrazol-1-yl)ethanol